8-fluoro-6-hydroxy-4-methylquinoline-2-carboxylic acid methyl ester COC(=O)C1=NC2=C(C=C(C=C2C(=C1)C)O)F